BrC=1C=C(N(C1C)CC(OC)OC)C(=O)N 4-bromo-1-(2,2-dimethoxyethyl)-5-methyl-1H-pyrrole-2-carboxamide